6-(6-(difluoromethyl)picolinamido)-2-(1,4-dioxan-2-yl)imidazo[1,2-a]pyridine-7-carboxylic Acid FC(C1=CC=CC(=N1)C(=O)NC=1C(=CC=2N(C1)C=C(N2)C2OCCOC2)C(=O)O)F